C(C)(C)N1C=NC(=C1)C(=O)N1C[C@H]2C([C@H]2C1)C(=O)OCC ethyl (1R,5S,6r)-3-[(1-isopropyl-1H-imidazol-4-yl)carbonyl]-3-azabicyclo[3.1.0]hexane-6-carboxylate